3,4-Dihydroxy-phenylacetate OC=1C=C(C=CC1O)CC(=O)[O-]